CC1=CC=CC=2C(C3=CC=CC=C3C12)(C1=CC=C(C=C1)N)C1=CC=C(C=C1)N 4-methyl-9,9-bis(4-aminophenyl)fluorene